4-(((1-Acryloyl-3-fluoropiperidin-3-yl)methyl)amino)-1H-pyrrolo[2,3-b]pyridine-5-carboxamide C(C=C)(=O)N1CC(CCC1)(F)CNC1=C2C(=NC=C1C(=O)N)NC=C2